C(#N)C=1C=C(C2=C(C(=CC=C2C1)F)C#C)C1=C(C=2N=C(N=C(C2C=N1)N1CC(CCCC1)NC(C=C)=O)OC[C@]1(N(C[C@@H](C1)F)C)C)F N-(1-(7-(3-cyano-8-ethynyl-7-fluoronaphthalen-1-yl)-8-fluoro-2-(((2S,4R)-4-fluoro-1,2-dimethylpyrrolidin-2-yl)methoxy)pyrido[4,3-d]pyrimidin-4-yl)azepan-3-yl)acrylamide